[Br-].CC(C(N)(C)C)(CCCCNCCCCCCCCCCCCCCCCCCCCCCCCCCCC)C tetramethyl-N,N'-octacosanyl-hexamethylenediamine bromide salt